C(C1=CC=CC=C1)OC1=C2C(=C(N(C2=CC=C1)C1=CC=C(C=C1)F)C(=C)C1COCC1)C1=CC=C(C(=O)O)C=C1 4-[4-benzyloxy-1-(4-fluorophenyl)-2-(1-tetrahydrofuran-3-ylvinyl)indol-3-yl]Benzoic acid